(2R)-6-chloro-4-oxo-N-[4-(2-{[cis-3-(trifluoromethoxy)cyclobutyl]oxy}acetamido)bicyclo[2.2.2]octan-1-yl]-3,4-dihydro-2H-1-benzopyran-2-carboxamide ClC=1C=CC2=C(C(C[C@@H](O2)C(=O)NC23CCC(CC2)(CC3)NC(CO[C@@H]3C[C@@H](C3)OC(F)(F)F)=O)=O)C1